2-fluoro-N-(1-(3-(4-(trifluoromethyl)phenyl)naphthalen-1-yl)azetidin-3-yl)acrylamide 4-nitrophenyl-(4-((3-(4-(trifluoromethoxy)phenyl)ureido)methyl)phenyl)carbamate [N+](=O)([O-])C1=CC=C(C=C1)N(C(O)=O)C1=CC=C(C=C1)CNC(=O)NC1=CC=C(C=C1)OC(F)(F)F.FC(C(=O)NC1CN(C1)C1=CC(=CC2=CC=CC=C12)C1=CC=C(C=C1)C(F)(F)F)=C